C(C)(C)(C)OC(NC=1C=NN(C1)C1CC1)=O (1-cyclopropyl-1H-pyrazol-4-yl)carbamic acid tert-butyl ester